C(C)(C)(C)OC(=O)N1[C@@H](C[C@@H](CC1)C1=C(C(=CC=C1OC)Cl)Cl)CO (2S,4R)-4-(2,3-dichloro-6-methoxyphenyl)-2-(hydroxymethyl)piperidine-1-carboxylic acid tert-butyl ester